(3,4-Dimethoxyphenyl)-N-ethyl-2-(4-(trifluoromethyl)phenyl)Azole-4-carboxamide COC=1C=C(C=CC1OC)C1=C(NC=C1C(=O)NCC)C1=CC=C(C=C1)C(F)(F)F